tert-butyl 6-bromobenzo[d]thiazole-3(2H)-carboxylate 1,1-dioxide BrC1=CC2=C(N(CS2(=O)=O)C(=O)OC(C)(C)C)C=C1